(R)-6-(8-(1,3,4-Oxadiazol-2-yl)dibenzo[b,d]thiophen-2-yl)-8-imino-6-methyl-4-thia-7-azaspiro[2.5]octane 4,4-dioxide O1C(=NN=C1)C=1C=CC2=C(C3=C(S2)C=CC(=C3)[C@@]3(CS(C2(CC2)C(N3)=N)(=O)=O)C)C1